CCCCCCCCC(CCCCCCCC)OC(CCCCCCCN(CCO)CCCCCOC(=O)OCCCCCCCCCC)=O 8-((5-(((decyloxy)carbonyl)oxy)pentyl)(2-hydroxyethyl)amino)octanoic acid heptadec-9-yl ester